1-(tert-Butyl)-3-(3,5-dichloro-1H-pyrrolo[2,3-b]pyridin-2-yl)-1H-pyrazolo[3,4-d]pyrimidin-4-amine C(C)(C)(C)N1N=C(C=2C1=NC=NC2N)C2=C(C=1C(=NC=C(C1)Cl)N2)Cl